bis((2-bromoethyl)amino)phosphinic acid BrCCNP(O)(=O)NCCBr